dilithium ethylphosphate C(C)OP(=O)([O-])[O-].[Li+].[Li+]